(R)-(1-fluorocyclopropyl)(6-(4-(2-(3,3,3-trifluoropropoxy)phenyl)piperidin-1-yl)-2-azaspiro[3.4]octan-2-yl)methanone FC1(CC1)C(=O)N1CC2(C1)C[C@@H](CC2)N2CCC(CC2)C2=C(C=CC=C2)OCCC(F)(F)F